(1r,4r)-methyl 4-carbamoylcyclohexanecarboxylate COC(=O)C1CCC(CC1)C(=O)N